N-(2-(7-methoxynaphthalen-1-yl)ethyl)-N-methylpropan-2-amine COC1=CC=C2C=CC=C(C2=C1)CCN(C(C)C)C